S(SC1=C(C(=C(C=C1)F)C)C)C1=C(C(=C(C=C1)F)C)C 1,1'-disulfanediylbis(4-fluoro-2-methyl-3-methylbenzene)